C(\C=C\C(=O)O)(=O)O.FC=1C=C2C(=CNC2=CC1)CCN(CCO)C 2-[2-(5-Fluoro-1H-indol-3-yl)ethyl-methyl-amino]ethanol fumarate salt